N-[(2S,3R,4S)-2-[(2,2'-difluoro[1,1'-biphenyl]-3-yl)methyl]-4-fluoro-1-(2-hydroxy-2-methylpropanoyl)pyrrolidin-3-yl]ethanesulfonamide FC1=C(C=CC=C1C[C@@H]1N(C[C@@H]([C@@H]1NS(=O)(=O)CC)F)C(C(C)(C)O)=O)C1=C(C=CC=C1)F